3-(2,6-dichloro-benzyloxy)-5-[3-(1-methyl-piperidin-4-yl)-1H-indol-5-yl]-pyridin-2-ylamine ClC1=C(COC=2C(=NC=C(C2)C=2C=C3C(=CNC3=CC2)C2CCN(CC2)C)N)C(=CC=C1)Cl